1-(6-(4-(2-amino-7-fluoro-1,3-benzothiazol-4-yl)-3,7,7-trimethyl-5,6,7,8-tetrahydro-2-quinolinyl)-2,6-diazaspiro[3.4]octan-2-yl)-2-propen-1-one NC=1SC2=C(N1)C(=CC=C2F)C2=C(C(=NC=1CC(CCC21)(C)C)N2CC1(CN(C1)C(C=C)=O)CC2)C